(5R)-3-[[6-[3-(Difluoromethoxy)-4-fluoro-phenyl]pyrazin-2-yl]methyl]-5-methyl-oxazolidin-2-one FC(OC=1C=C(C=CC1F)C1=CN=CC(=N1)CN1C(O[C@@H](C1)C)=O)F